α,α'-Di-(4-hydroxyphenyl)-p-diisopropyl-benzene OC1=CC=C(C=C1)C(C)(C)C1=CC=C(C=C1)C(C)(C)C1=CC=C(C=C1)O